(2S)-2-amino-3-(2-bromo-5-iodophenyl)propionic acid N[C@H](C(=O)O)CC1=C(C=CC(=C1)I)Br